tert-butyl 3-amino-4-chloro-pyrazole-1-carboxylate NC1=NN(C=C1Cl)C(=O)OC(C)(C)C